FC1=C2N=C(N=C3C2=C(OCC2C4CCC(CN32)N4C(=O)[O-])N=C1C1=CC=CC4=CC=CC(=C14)C#C[Si](C(C)C)(C(C)C)C(C)C)SC 1-fluoro-12-(methylthio)-2-(8-((triisopropylsilyl)ethynyl)naphthalen-1-yl)-5a,6,7,8,9,10-hexahydro-5H-4-oxa-3,10a,11,13,14-pentaaza-6,9-methanonaphtho[1,8-ab]heptalene-14-carboxylate